N-(1-(2,4-bis(trifluoromethyl)benzyl)-1H-pyrazol-4-yl)-5-(pyridin-4-yl)isoxazole-3-carboxamide FC(C1=C(CN2N=CC(=C2)NC(=O)C2=NOC(=C2)C2=CC=NC=C2)C=CC(=C1)C(F)(F)F)(F)F